OCC=1C=CC(=C(C1)B(O)O)OC 5-HYDROXYMETHYL-2-METHOXYPHENYLBORONIC ACID